(2S,4S)-4-fluoro-1-[2-[4-[8-isoquinolinyl-(methyl)amino]-1-piperidinyl]acetyl]pyrrolidine-2-carbonitrile F[C@H]1C[C@H](N(C1)C(CN1CCC(CC1)N(C)C=1C=CC=C2C=CN=CC12)=O)C#N